N-(3,5-difluoro-4-((tetrahydro-2H-pyran-3-yl)oxy)phenyl)-2-(3,3-dimethylazetidin-1-yl)-5-(2,2,2-trifluoroethyl)oxazole-4-carboxamide FC=1C=C(C=C(C1OC1COCCC1)F)NC(=O)C=1N=C(OC1CC(F)(F)F)N1CC(C1)(C)C